4-(3-(4-cyano-2-fluorophenyl)-6-(3,5-dimethylisoxazol-4-yl)-1H-pyrrolo[3,2-b]pyridin-1-yl)-3,5-diethoxybenzoic acid C(#N)C1=CC(=C(C=C1)C1=CN(C=2C1=NC=C(C2)C=2C(=NOC2C)C)C2=C(C=C(C(=O)O)C=C2OCC)OCC)F